tert-butyl (5S)-2-cyano-5-(1-hydroxy ethyl)pyrrolidine-1-carboxylate C(#N)C1N([C@@H](CC1)C(C)O)C(=O)OC(C)(C)C